COC1N([C@@H](CC12CC=CC2)C(=O)OCC2=CC=CC=C2)C(=O)OC(C)(C)C 3-benzyl 2-(tert-butyl) (3S)-1-methoxy-2-azaspiro[4.4]non-7-ene-2,3-dicarboxylate